4,6-dichloro-N-(2,8-dimethyl-4-oxo-3-{[2-(trifluoromethyl)phenyl](2H2)methyl}-3,4-dihydroquinazolin-5-yl)-5-hydroxypyridine-2-carboxamide ClC1=CC(=NC(=C1O)Cl)C(=O)NC1=C2C(N(C(=NC2=C(C=C1)C)C)C([2H])([2H])C1=C(C=CC=C1)C(F)(F)F)=O